C(C)(C)[Si](OCC1=C(C=2NC=CC2S1)C(=O)O)(C(C)C)C(C)C 2-(triisopropylsilyloxymethyl)thieno[3,2-b]pyrrole-3-carboxylic acid